ClC1=C(C(=O)NC=2C=C3C=C(N(C3=CC2)CCC)C(=O)NC2=CC(=CC(=C2)F)Cl)C=C(C=C1)CNC(C(C)C)=O 5-(2-chloro-5-(isobutyramidomethyl)benzamido)-N-(3-chloro-5-fluorophenyl)-1-propyl-1H-indole-2-carboxamide